(4-((1-cyclopentyl-2-keto-2,3-dihydro-1H-imidazo[4,5-b]pyridin-7-yl)oxy)-3-fluorophenyl)-1-phenyl-5-(trifluoromethyl)-1H-imidazole-4-carboxamide C1(CCCC1)N1C(NC2=NC=CC(=C21)OC2=C(C=C(C=C2)C=2N(C(=C(N2)C(=O)N)C(F)(F)F)C2=CC=CC=C2)F)=O